tert-butyl 3-[4-[(R)-amino(4,5-dichloro-2-hydroxyphenyl)methyl]piperidine-1-carbonyl]azetidine-1-carboxylate N[C@H](C1CCN(CC1)C(=O)C1CN(C1)C(=O)OC(C)(C)C)C1=C(C=C(C(=C1)Cl)Cl)O